N-(6-((2-(2,6-Dioxopiperidin-3-yl)-1,3-dioxoisoindolin-5-yl)amino)hexyl)-2-(4-(4-(5-(2-Fluoro-6-methoxyphenyl)-1H-pyrazolo[4,3-d]pyrimidin-3-yl)phenyl)piperazin-1-yl)acetamid O=C1NC(CCC1N1C(C2=CC=C(C=C2C1=O)NCCCCCCNC(CN1CCN(CC1)C1=CC=C(C=C1)C1=NNC2=C1N=C(N=C2)C2=C(C=CC=C2OC)F)=O)=O)=O